(2,6-difluorophenyl)-N-[5-(2,2-difluoro-6-methylbenzo[d]1,3-dioxolan-5-yl)(1,3-thiazol-2-yl)]carboxamide FC1=C(C(=CC=C1)F)C(=O)NC=1SC(=CN1)C1=CC2=C(OC(O2)(F)F)C=C1C